CC1=C(OC2=C(C=C(C=C2C1=O)C)C(C)NC1=C(C(=O)O)C=CC=C1)C=1C=C2CN(C(C2=CC1)=O)C 2-[1-[3,6-Dimethyl-2-(2-methyl-1-oxo-isoindolin-5-yl)-4-oxo-chromen-8-yl]ethylamino]benzoic acid